bromine butoxycarbonyl-oxygen C(CCC)OC(=O)[O].[Br]